7-((3-fluoro-2-methyl-4-(4-(trifluoromethyl)piperidin-1-yl)phenyl)amino)-2H-benzo[b][1,4]oxazin-3(4H)-one FC=1C(=C(C=CC1N1CCC(CC1)C(F)(F)F)NC=1C=CC2=C(OCC(N2)=O)C1)C